C(C)(C)(C)[C@@]1(N(C[C@@H](C1)O)C(=O)OC(C)(C)C1CCC(CC1)OCC1=CC=CC=C1)COC 2-((1s,4s)-4-(benzyloxy)cyclohexyl)propan-2-ol (2R,4R)-tert-butyl-4-hydroxy-2-(methoxymethyl)pyrrolidine-1-carboxylate